3-amino-4,4-diethoxy-piperidine-1-carboxylic acid tert-butyl ester C(C)(C)(C)OC(=O)N1CC(C(CC1)(OCC)OCC)N